FC=1C=C(C=CC1OC(F)(F)F)N1NC(C=2C=NC(=CC21)NC2=NC=C(C=C2)F)=O 1-(3-fluoro-4-(trifluoromethoxy)phenyl)-6-((5-fluoropyridin-2-yl)amino)-1,2-dihydro-3H-pyrazolo[4,3-c]pyridin-3-one